(R)-5-ethynyl-6-fluoro-4-(8-fluoro-4-(methyl(pyrrolidin-2-ylmethyl)amino)-2-morpholinopyrido[4,3-d]pyrimidin-7-yl)naphthalen-2-ol C(#C)C1=C2C(=CC(=CC2=CC=C1F)O)C1=C(C=2N=C(N=C(C2C=N1)N(C[C@@H]1NCCC1)C)N1CCOCC1)F